C(C)(C)(C)OC(=O)N1[C@@H](C[C@H](C1)NC(=O)C=1OC(=CN1)C1=CC(=CC=C1)C#N)CN1N=NC=C1 (2s,4r)-2-((1H-1,2,3-triazol-1-yl)methyl)-4-(5-(3-cyanophenyl)oxazol-2-carboxamido)pyrrolidine-1-carboxylic acid tert-butyl ester